C(=O)(OC(C)(C)C)N[C@H](C(=O)O)CC1CC1 (S)-2-(Boc-amino)-3-cyclopropylpropionic acid